C(#N)[C@H](C[C@H]1C(NC(C1)(C)C)=O)NC([C@H](CC1CC1)NC(=O)C=1NC2=CC=CC(=C2C1)OC)=O N-((S)-1-(((S)-1-cyano-2-((R)-5,5-dimethyl-2-oxopyrrolidin-3-yl)ethyl)amino)-3-cyclopropyl-1-oxopropan-2-yl)-4-methoxy-1H-indole-2-carboxamide